NC1=NC=CC=2N1C(=NC2C2CN(CC2)C(C#CC)=O)C2=CC(=C(OC=1C=C(C#N)C=CN1)C=C2)Cl 2-(4-(5-amino-1-(1-(but-2-ynoyl)pyrrolidin-3-yl)imidazo[1,5-c]pyrimidin-3-yl)-2-chlorophenoxy)isonicotinonitrile